1-C-{3-[(5-(4-fluorophenyl)-2-thienyl)methyl]-4-methylphenyl}-D-glucitol FC1=CC=C(C=C1)C1=CC=C(S1)CC=1C=C(C=CC1C)C([C@H](O)[C@@H](O)[C@H](O)[C@H](O)CO)O